BrC1=CC2=C(C=3N(CCC2NC2=C(C=CC=C2)CCO)N=NC3C)C=C1 2-(2-((9-bromo-1-methyl-6,7-dihydro-5H-benzo[c][1,2,3]triazolo[1,5-a]azepin-7-yl)amino)phenyl)ethan-1-ol